tert-butyl ((2S,3S)-4-(benzylamino)-3-hydroxy-1-phenylbutan-2-yl)carbamate C(C1=CC=CC=C1)NC[C@@H]([C@H](CC1=CC=CC=C1)NC(OC(C)(C)C)=O)O